OCC=1N=NNC1C 4-(hydroxymethyl)-5-methyl-1H-1,2,3-triazol